(R)-N-(1,1-dioxido-2,3-dihydrothiophen-3-yl)-2-oxo-6-(4-(trifluoromethyl)thiophen-2-yl)-1,2-dihydropyridine-3-carboxamide O=S1(C[C@@H](C=C1)NC(=O)C=1C(NC(=CC1)C=1SC=C(C1)C(F)(F)F)=O)=O